methaniminium C=[NH2+]